S1C(=NN=C1)C=1C=C2CN(CC2=CC1)CC=1OC=C(C(C1)=O)OCC1CCN(CC1)S(=O)(=O)C 2-((5-(1,3,4-Thiadiazol-2-yl)isoindolin-2-yl)methyl)-5-((1-(methylsulfonyl)-piperidin-4-yl)methoxy)-4H-pyran-4-one